C(#N)C=1N=CC(=NC1)NC1=NNC(=C1)C1=C(C=C(OC2CCN(CC2)C(=O)OC(C)(C)C)C=C1)OC tert-Butyl 4-[4-[3-[(5-cyanopyrazin-2-yl)amino]-1H-pyrazol-5-yl]-3-methoxy-phenoxy]piperidine-1-carboxylate